[Cl-].[Na].[NH+]1=CC=CC=C1 pyridinium sodium chloride